ethyl 2,2-difluoro-2-(4-formylphenyl)acetate FC(C(=O)OCC)(C1=CC=C(C=C1)C=O)F